7-(2-((1-methyl-1H-pyrazol-5-yl)amino)pyrimidin-4-yl)-2-((2-(trimethylsilyl)ethoxy)methyl)pyrrolo[1,2-a]pyrazin-1(2H)-one CN1N=CC=C1NC1=NC=CC(=N1)C=1C=C2N(C=CN(C2=O)COCC[Si](C)(C)C)C1